(1-(2,6-dioxopiperidin-3-yl)-3-methyl-2-oxo-2,3-dihydro-1H-benzo[d]imidazol-5-yl)piperazine-1-carboxylic acid tert-butyl ester C(C)(C)(C)OC(=O)N1C(CNCC1)C1=CC2=C(N(C(N2C)=O)C2C(NC(CC2)=O)=O)C=C1